N1,N2-dimethylcyclohexane-1,2-diamine CNC1C(CCCC1)NC